diphenylborinic acid C1(=CC=CC=C1)B(O)C1=CC=CC=C1